C(C)C=1C=C(C(=O)C=2C=C3C(=CNC3=CC2)C=2CCN(CC2)C(C)C)C=CC1 5-(3-ethylbenzoyl)-3-(1-isopropyl-1,2,3,6-tetrahydropyridin-4-yl)-1H-indole